2-(9-(pyridin-2-yl)-6-oxaspiro[4.5]decan-9-yl)acetonitrile N1=C(C=CC=C1)C1(CCOC2(CCCC2)C1)CC#N